2-(6-isopropenyl-3-methyl-4-cyclohexen-1-yl)-5-pentyl-1,3-benzenediol C(=C)(C)C1C=CC(CC1C1=C(C=C(C=C1O)CCCCC)O)C